P(=O)(O)(O)C1=CC=C(C=C1)C1=CC(=C2C=CC3=C(C=C(C4=CC=C1C2=C34)C3=CC=C(C=C3)P(=O)(O)O)C3=CC=C(C=C3)P(=O)(O)O)C3=CC=C(C=C3)P(=O)(O)O 1,3,6,8-tetrakis(p-phosphonophenyl)pyrene